tert-butyl 4-(6-chloro-4-(3'-chloro-2-methoxy-4'-(3-methyl-2-oxoimidazolidin-1-yl)-[1,1'-biphenyl]-3-yl)pyridin-2-yl)piperazine-1-carboxylate ClC1=CC(=CC(=N1)N1CCN(CC1)C(=O)OC(C)(C)C)C=1C(=C(C=CC1)C1=CC(=C(C=C1)N1C(N(CC1)C)=O)Cl)OC